ClC=1C(=C(C=CC1)CNC(=O)[C@H]1NCCC1)F (S)-N-(3-chloro-2-fluorophenylmethyl)pyrrolidine-2-carboxamide